NC=1C=C(C#N)C=CC1OCCC 3-amino-4-propoxybenzonitrile